[2-[6-[(2R,6S)-2,6-dimethylmorpholin-4-yl]-2-pyridyl]-1,6-naphthyridin-7-yl]methanamine C[C@@H]1CN(C[C@@H](O1)C)C1=CC=CC(=N1)C1=NC2=CC(=NC=C2C=C1)CN